ethyl 3-cyano-2-hydroxy-6,7-dihydro-5H-cyclopenta[b]pyridine-4-carboxylate C(#N)C=1C(=C2C(=NC1O)CCC2)C(=O)OCC